C(C1=CC=CC=C1)[C@H]1N(C(OC1)=O)C([C@@H]([C@@H](C1=CC(=C(C=C1)C)OC)O[Si](C)(C)C(C)(C)C)OC1CCCC1)=O (R)-4-benzyl-3-((2R,3R)-3-((tert-butyldimethylsilyl)oxy)-2-(cyclopentyloxy)-3-(3-methoxy-4-methylphenyl)propanoyl)oxazolidin-2-one